C(C)OC(CCC1(C(N(C(=C1CC(=O)OCC)C1=NC=CC=C1)CC1=CC=CC=C1)=O)C)=O 3-(1-benzyl-4-(2-ethoxy-2-oxoethyl)-3-methyl-2-oxo-5-(pyridin-2-yl)-2,3-dihydro-1H-pyrrol-3-yl)propionic acid ethyl ester